methyl-2-methylvalerate COC(C(CCC)C)=O